bis-phosphonate gallium [Ga+3].P([O-])([O-])=O.P([O-])(O)=O